3-methyl-3-(4-methylphenyl)pyrrolidine-2,5-dione CC1(C(NC(C1)=O)=O)C1=CC=C(C=C1)C